E-1-chloro-3,3,3-trifluoro-prop-1-ene Cl\C=C\C(F)(F)F